(3S,6S)-cis-linalool oxide C1C(C(O)(C)CCC=C(C)C)O1